2-bromo-N-(5-(2-cyclopropylethyl)pyridin-2-yl)propanamide BrC(C(=O)NC1=NC=C(C=C1)CCC1CC1)C